N[C@H]1C2N(CC1CC2)C(=O)C=2C=C(C=1N(C2)N=C(C1C)C1=CC=2C(=NC(=CC2)C2=C(C(=CC=C2)O)F)N1CC1CC1)F ((7R)-7-Amino-2-azabicyclo[2.2.1]heptan-2-yl)(2-(1-(cyclopropylmethyl)-6-(2-fluoro-3-hydroxyphenyl)-1H-pyrrolo[2,3-b]pyridin-2-yl)-4-fluoro-3-methylpyrazolo[1,5-a]pyridin-6-yl)methanone